ClC1=CC=C(C=C1)C1(N(C2=CC(=CC=C2C1=O)OC)C1=CC=C(C=C1)OC)O 2-(4-Chlorophenyl)-2-hydroxy-6-methoxy-1-(4-methoxyphenyl)-2,3-dihydro-1H-indol-3-one